difluoro-pyrazole FC1=CC(=NN1)F